C1(CC1)C1=NN(C(=C1C(F)(F)F)C(=O)NC1=CC(=NC=C1)C(=O)N)CC1OC(CCC1)C 4-(3-cyclopropyl-1-((6-methyltetrahydro-2H-pyran-2-yl)methyl)-4-(trifluoromethyl)-1H-pyrazole-5-carboxamido)picolinamide